FC1=CC=C(C=C1)C1=C(C=C2C(=NC(N3C2=C1SC[C@H](C3)OC)=O)N3CCN(CC3)C(=O)OC(C)(C)C)C(F)(F)F tert-butyl (S)-4-(11-(4-fluorophenyl)-3-methoxy-6-oxo-10-(trifluoromethyl)-3,4-dihydro-2H,6H-[1,4]thiazepino[2,3,4-ij]quinazolin-8-yl)piperazine-1-carboxylate